C(C)C1=C(CN2C[C@H](CC2)C(=O)O)C=CC(=C1)/C(/C)=N/OCC1=CC(=C(C=C1)C=1SC=CC1)C (S,E)-1-(2-ethyl-4-(1-(((3-methyl-4-(thiophen-2-yl)benzyl)oxy)imino)ethyl)benzyl)pyrrolidine-3-carboxylic acid